N-(3,5-difluoro-4-((1S,3S)-8-fluoro-3-methyl-2-(2,2,2-trifluoroethyl)-2,3,4,9-tetrahydro-1H-pyrido[3,4-b]indol-1-yl)phenyl)-1-(3-fluoropropyl)azetidin-3-amine FC=1C=C(C=C(C1[C@@H]1N([C@H](CC2=C1NC1=C(C=CC=C21)F)C)CC(F)(F)F)F)NC2CN(C2)CCCF